C(C)S1N=C(N=C1C(=O)OCCOCC#C)C1(CC1)S(=O)(=O)C 2-(prop-2-yn-1-yloxy)ethan-1-ol ethyl-3-(1-methylsulfonylcyclopropyl)-1,2,4-thiadiazole-5-carboxylate